ClC1=CC=C(OCC2N(C3CC(C2)C3)C(=O)C3=C(C=CC(=C3)C)C=3SC=CN3)C=C1 3-(4-Chlorophenoxymethyl)-2-{[5-methyl-2-(1,3-thiazol-2-yl)phenyl]carbonyl}-2-azabicyclo[3.1.1]heptan